N-{(5R)-8-chloro-1-[trans-4-(pyridin-2-yloxy)cyclohexyl]-5,6-dihydro-4H-[1,2,4]triazolo[4,3-a][1]benzazepin-5-yl}-2-cyanoacetamide ClC=1C=CC2=C(C[C@H](CC=3N2C(=NN3)[C@@H]3CC[C@H](CC3)OC3=NC=CC=C3)NC(CC#N)=O)C1